[18F]C1=CC=C(C=N1)C(=O)O 6-[18F]-fluoro-3-pyridinecarboxylic acid